[2-[3-[3-(difluoromethoxy)-4-[[(1R,2S)-2-fluorocyclopropyl] carbamoyl]-5-methoxyphenyl]pyrazolo[1,5-a]pyridin-6-yl]-2-methyl-propyl] methanesulfonate CS(=O)(=O)OCC(C)(C)C=1C=CC=2N(C1)N=CC2C2=CC(=C(C(=C2)OC)C(N[C@H]2[C@H](C2)F)=O)OC(F)F